CC1=C(C(=CC=C1)C)N1CCN(CC1)C(CC1=C(NC2=CC=C(C=C12)C)C(=O)O)=O 3-(2-(4-(2,6-dimethylphenyl)piperazin-1-yl)-2-oxoethyl)-5-methyl-1H-indole-2-carboxylic acid